1-((5-(3-chlorophenyl)-3-hydroxypicolinamido)methyl)cyclobutane-1-carboxylic acid ClC=1C=C(C=CC1)C=1C=C(C(=NC1)C(=O)NCC1(CCC1)C(=O)O)O